(1R,5S)-3-(2,6-dichloropyrimidin-4-yl)-3,8-diazabicyclo[3.2.1]octane-8-carboxylic acid tert-butyl ester C(C)(C)(C)OC(=O)N1[C@H]2CN(C[C@@H]1CC2)C2=NC(=NC(=C2)Cl)Cl